BrC1=CNC=2C1=NC=CC2Cl 3-bromo-7-chloro-1H-pyrrolo[3,2-b]pyridine